4'-methoxy-2-hydroxy-4-isopentenyloxychalcone COC1=CC=C(C(/C=C/C2=C(C=C(C=C2)OCCC(=C)C)O)=O)C=C1